C(\C=C\C(=O)OC(C)OC(=O)OC(C)C)(=O)OC methyl [1-(methylethoxycarbonyloxy)]ethyl (2E)-but-2-ene-1,4-dioate